boc-2-methanesulfonyl-1,3-diaminopropane C(=O)(OC(C)(C)C)C(C(CN)S(=O)(=O)C)N